CC(CCC(C)C)=O isoheptanone